(2S)-2-((tert-butoxycarbonyl)amino)-3-(4-(1-ethyl-3-(3-hydroxy-2,2-dimethylpropyl)-2-(2-((S)-1-methoxyethyl)pyridin-3-yl)-1H-pyrrolo[3,2-b]pyridin-5-yl)thiazol-2-yl)propanoic acid C(C)(C)(C)OC(=O)N[C@H](C(=O)O)CC=1SC=C(N1)C1=CC=C2C(=N1)C(=C(N2CC)C=2C(=NC=CC2)[C@H](C)OC)CC(CO)(C)C